4-(4-amino-7-(4-hydroxycyclohexyl)-5H-pyrrolo[3,2-d]pyrimidin-5-yl)-N-(4-(trifluoromethyl)pyridin-2-yl)benzamide NC=1C2=C(N=CN1)C(=CN2C2=CC=C(C(=O)NC1=NC=CC(=C1)C(F)(F)F)C=C2)C2CCC(CC2)O